FC1=CC=C(C=N1)N1C(C2=CC=C(C=C2C1)OCC1=NN(C=C1)C)=O (6-fluoropyridin-3-yl)-5-((1-methyl-1H-pyrazol-3-yl)methoxy)isoindolin-1-one